(S)-2-amino-1-(4-(3-(2-fluoro-4-methylphenyl)pyrazolo[1,5-a]pyrimidin-5-yl)piperazin-1-yl)-3-methylbutan-1-one N[C@H](C(=O)N1CCN(CC1)C1=NC=2N(C=C1)N=CC2C2=C(C=C(C=C2)C)F)C(C)C